FC=1C=CC=2N(C3=CC=C(C=C3C2C1)F)CC(CN1C(CC(C1)(C)C)=O)O 1-(3-(3,6-difluoro-9H-carbazol-9-yl)-2-hydroxypropyl)-4,4-dimethylpyrrolidin-2-one